OCC1CCC(CC1)NC=1C2=C(N=C(N1)NC1=NN(C=C1)C)NC=C2C(=O)C2=CC=CC=C2 (4-(((1s,4s)-4-(hydroxymethyl)cyclohexyl)amino)-2-((1-methyl-1H-pyrazol-3-yl)amino)-7H-pyrrolo[2,3-d]pyrimidin-5-yl)(phenyl)methanone